tin-palladium [Pd].[Sn]